C(C)(C)(C)OC(NC1CN(C1)C1=C2C(=NC=C1)N(N=C2CN)C2=CC=C(C=C2)OC(F)(F)F)=O (1-(3-(aminomethyl)-1-(4-(trifluoromethoxy)phenyl)-1H-pyrazolo[3,4-b]pyridin-4-yl)azetidin-3-yl)carbamic acid tert-butyl ester